5,5,5-Trifluoro-4-trifluoromethyl-3-penten-2-ol FC(C(=CC(C)O)C(F)(F)F)(F)F